pyrazine-2,3-dione dihydrochloride salt Cl.Cl.N=1C(C(N=CC1)=O)=O